6-((1-fluoro-3-hydroxyprop-2-yloxy)methyl)-5-methylpyrimidine-2,4(1h,3h)-dione FCC(CO)OCC1=C(C(NC(N1)=O)=O)C